1-(1-(2-((5S,6S,9R)-5-amino-6-(2,3-difluorophenyl)-6,7,8,9-tetrahydro-5H-cyclohepta[b]pyridin-9-yl)acetyl)piperidin-4-yl)-1H-imidazo[4,5-b]pyridin-2(3H)-one N[C@H]1[C@@H](CC[C@@H](C2=NC=CC=C21)CC(=O)N2CCC(CC2)N2C(NC1=NC=CC=C12)=O)C1=C(C(=CC=C1)F)F